BrC=1C=C(C=CC1OC[C@@H](CCl)O)C(C)(C)C1=CC=C(OC[C@@H](CN2N=NC=C2CO)O)C=C1 (R)-1-(4-(2-(3-bromo-4-((S)-3-chloro-2-hydroxypropoxy)phenyl)propan-2-yl)phenoxy)-3-(5-(hydroxymethyl)-1H-1,2,3-triazol-1-yl)propan-2-ol